N-[(2R,3R)-2-[([1,1'-biphenyl]-3-yl)methyl]-4,4-difluoro-1-(2-methylpropanoyl)pyrrolidin-3-yl]ethanesulfonamide C1(=CC(=CC=C1)C[C@H]1N(CC([C@@H]1NS(=O)(=O)CC)(F)F)C(C(C)C)=O)C1=CC=CC=C1